NC(C)C1=CC(=NC(=N1)N1CCOCC1)NC1=CC=C(C=C1)Cl 6-(1-aminoethyl)-N-(4-chlorophenyl)-2-morpholinopyrimidin-4-amine